benzyl 4-(3,4-dichlorophenyl)-4-hydroxy-piperidine-1-carboxylate ClC=1C=C(C=CC1Cl)C1(CCN(CC1)C(=O)OCC1=CC=CC=C1)O